3β-acetoxy-5α-hydroxy-6β-[3-(4-aminobutylamino)-propylamino]cholest-7-ene C(C)(=O)O[C@@H]1C[C@@]2([C@@H](C=C3[C@@H]4CC[C@H]([C@@H](CCCC(C)C)C)[C@]4(CC[C@@H]3[C@]2(CC1)C)C)NCCCNCCCCN)O